N-(3-fluorobenzyl)-2-((9-methyl-9H-carbazol-2-yl)oxy)acetamide FC=1C=C(CNC(COC2=CC=3N(C4=CC=CC=C4C3C=C2)C)=O)C=CC1